C12C3CCCC(OCCCOCN4CCC[C@]5([C@H]4COC(CC1)CC2)NCCOC5)C3 (1's,3R,18'S,21's)-7',11',20'-trioxa-13'-azaspiro[morpholine-3,17'-tetracyclo[19.2.2.12,6.013,18]hexacosane]